C(C)OC(=O)C1=C(C2=C(CCC3=CN(N=C23)CC2=NC=CC=C2)O1)C(F)(F)F 2-[(pyridin-2-yl)methyl]-8-(trifluoromethyl)-4,5-dihydro-2H-furo[2,3-g]indazole-7-carboxylic acid ethyl ester